NC1=CC(=C(CCNC(OC(C)(C)C)=O)C=C1)CS(=O)(=O)C tert-butyl (4-amino-2-((methylsulfonyl)methyl)phenethyl)carbamate